2-[4-[8-[3-chloro-4-[4-[2-[2-(hydroxymethyl)pyrrolidin-1-yl]ethyl]piperazine-1-carbonyl]anilino]imidazo[1,2-a]pyrazin-3-yl]-2,3-difluorophenoxy]acetonitrile ClC=1C=C(NC=2C=3N(C=CN2)C(=CN3)C3=C(C(=C(OCC#N)C=C3)F)F)C=CC1C(=O)N1CCN(CC1)CCN1C(CCC1)CO